CC1=CNC2=C1C(N(C=C2C(=O)O)C2(CC2)C)=O 3-methyl-5-(1-methylcyclopropyl)-4-oxo-4,5-dihydro-1H-pyrrolo[3,2-c]pyridine-7-carboxylic acid